ClC1=NC=C(C(=N1)O)F 2-Chloro-5-fluoropyrimidin-4-ol